4-amino-N,3-dimethyl-N-((1S,4R)-1-methyl-7-(trifluoromethyl)-3,4-dihydro-1H-2-benzopyran-4-yl)-3H-pyrazolo[3,4-c]quinoline-8-carboxamide NC1=NC=2C=CC(=CC2C2=C1N(N=C2)C)C(=O)N([C@H]2CO[C@H](C1=C2C=CC(=C1)C(F)(F)F)C)C